ClC=1C=CC=C(C1F)Cl 3,5-dichloro-4-fluorobenzene